FC=1C(=CC=C2C=C(NC12)C(=O)N(C)C)C=1CN(CCC1)C(C(C)C)=O 7-fluoro-6-(1-isobutyryl-1,2,5,6-tetrahydropyridin-3-yl)-N,N-dimethyl-1H-indole-2-carboxamide